1H-1,3-benzodiazole-6-carbonitrile N1C=NC2=C1C=C(C=C2)C#N